{(1R)-2-(methylamino)-1-[4-(4-methyl-1,3-thiazol-5-yl)phenyl] tert-Butyl ethyl}carbamate CNC[C@](C1=CC=C(C=C1)C1=C(N=CS1)C)(C(C)(C)C)NC([O-])=O